2-((6-methoxyquinolin-4-yl)oxy)-N'-(6-morpholinyl-1,2,4,5-tetrazin-3-yl)acethydrazide COC=1C=C2C(=CC=NC2=CC1)OCC(=O)NNC=1N=NC(=NN1)N1CCOCC1